C1(CCC1)N1CCC(CC1)S(=O)(=O)N(C1=CC(=CC=C1)F)CC=1N=C2N(C=CC(=C2)C=2OC(=NN2)C(F)F)C1 1-Cyclobutyl-N-((7-(5-(Difluoromethyl)-1,3,4-Oxadiazol-2-Yl)Imidazo[1,2-a]Pyridin-2-Yl)Methyl)-N-(3-Fluorophenyl)Piperidine-4-Sulfonamide